Methyl 3-amino-6-(1-methylbenzimidazol-4-yl)-5-methylsulfanyl-pyrazine-2-carboxylate NC=1C(=NC(=C(N1)SC)C1=CC=CC=2N(C=NC21)C)C(=O)OC